C(C)(C)(C)OC(=O)NCCCN(CCCNC(OC(C)(C)C)=O)CCO tert-butyl N-[3-[3-(tert-butoxycarbonylamino)propyl-(2-hydroxyethyl)amino]propyl]carbamate